O1COC2=C1C=CC(=C2)CNC(C2=C(C=CC=C2Cl)Cl)=O N-(1,3-benzodioxol-5-ylmethyl)-2,6-dichlorobenzamide